(S)-N-((S)-1-Amino-1-oxo-3-((S)-2-oxopyrrolidin-3-yl)propan-2-yl)-1-(7-fluoro-1H-indole-2-carbonyl)-3,3-dimethyl-1,3-azasilolidine-5-carboxamide NC([C@H](C[C@H]1C(NCC1)=O)NC(=O)[C@H]1C[Si](CN1C(=O)C=1NC2=C(C=CC=C2C1)F)(C)C)=O